ClC1=CC(=C(C=N1)C1=NC=C(C=C1)OCCN(C)C)NC1CCC(CC1)(O)C (1s,4s)-4-((6'-chloro-5-(2-(dimethylamino)ethoxy)-[2,3'-bipyridin]-4'-yl)amino)-1-methylcyclohexan-1-ol